Cl.ClC1=C(C=CC=C1[C@]1(NC(N(C(C1)=O)[C@H]1C[C@H](OCC1)C)=N)C)NC(=O)C1=NC=CC(=C1)C#N |o1:15,17| N-(2-Chloro-3-{(4S)-2-imino-4-methyl-1-[(2R*,4R*)-2-methyl-tetrahydropyran-4-yl]-6-oxo-hexahydropyrimidin-4-yl}phenyl)-4-cyanopyridine-2-carboxamide hydrochloride